NC=1SC2=C(N1)C(=CC=C2F)C2=C(C=C1C(=NC(=NC1=C2F)OCC(CO)C)N2CC1CCC(C2)N1)C(F)(F)F 3-((7-(2-amino-7-fluorobenzo[d]thiazol-4-yl)-4-(3,8-diazabicyclo[3.2.1]octan-3-yl)-8-fluoro-6-(trifluoromethyl)quinazolin-2-yl)oxy)-2-methylpropan-1-ol